methyl (S)-3-(4-bromo-phenyl)-2-tert-butoxycarbonylamino-propionate BrC1=CC=C(C=C1)C[C@@H](C(=O)OC)NC(=O)OC(C)(C)C